C(OCC=C)(OC(C(C(C(F)(F)F)(F)F)(F)F)(F)F)=O allyl perfluorobutyl carbonate